BrC1=CC=2C(=NC=CC2S1)N(C(C1=C(C=C(C=C1)C=1N=NN(C1)C)F)=O)[C@H]1CNCCC1 N-(2-bromothieno[3,2-c]pyridin-4-yl)-2-fluoro-4-(1-methyltriazol-4-yl)-N-[(3R)-3-piperidyl]benzamide